2-methyl-1-fluorenyl-2-chloro-1-propanol CC(C(O)C1=CC=CC=2C3=CC=CC=C3CC12)(C)Cl